2-((dimethylamino)methyl)acrylamide CN(C)CC(C(=O)N)=C